C(C)(CC)N1N=CC=2N=C(N=C(C21)N[C@@H](C=2C=NC1=CC=CC=C1C2)C2CC2)N2CCN(CC2)C(=N)N 4-{1-sec-Butyl-7-[((R)-cyclopropyl-quinolin-3-yl-methyl)-amino]-1H-pyrazolo[4,3-d]pyrimidin-5-yl}-piperazine-1-carboxamidine